CN(CC(=O)NC1=C(SC=C1C)C(=O)OC)C methyl 3-(2-(dimethylamino)acetamido)-4-methylthiophene-2-carboxylate